ClC1=CC=C(C(=N1)C(=O)O)N[C@H](C)C=1C=C(C=C2C(C(=C(OC12)N1CC2=CC=C(C=C2C1)F)C)=O)C 6-Chloro-3-[[(1R)-1-[2-(5-fluoroisoindolin-2-yl)-3,6-dimethyl-4-oxo-chromen-8-yl]ethyl]amino]pyridine-2-carboxylic Acid